OC1=C2C[C@@H]([C@H](OC2=CC(=C1)O)C1=CC(=C(C(=C1)O)O)O)NC(C1=CC(=C(C(=C1)OC)O)O)=O N-((2R,3S)-5,7-dihydroxy-2-(3,4,5-trihydroxyphenyl)chroman-3-yl)-3,4-dihydroxy-5-methoxybenzamide